FC1=C2C(=NC=3N(C2=CC=C1)C(=NN3)C)N3CCCC1=C(C=CC=C31)C#CC=3C=NN(C3)C 6-fluoro-1-methyl-5-[5-[2-(1-methylpyrazol-4-yl)ethynyl]-3,4-dihydro-2H-quinolin-1-yl]-[1,2,4]triazolo[4,3-a]quinazoline